N(=O)O.C(C(C)C)NCC(C)C diisobutylamine nitrite